(1R,5S,6r)-6-[(E)-(hydroxyimino)methyl]-3-azabicyclo[3.1.0]Hexane-3-carboxylic acid tert-butyl ester C(C)(C)(C)OC(=O)N1C[C@H]2C([C@H]2C1)/C=N/O